ClC1=NC=CC(=N1)COC1=CC=C(C=C1)C(C)(C)C1=CC=C(OC2CC(C2)N2C(C3=CC=CC=C3C2=O)=O)C=C1 2-(3-(4-(2-(4-((2-chloropyrimidin-4-yl)methoxy)phenyl)propan-2-yl)phenoxy)cyclobutyl)isoindolin-1,3-dione